CC1=C(C=C(C(=C1)OC(CCC1=CC(=C(C(=C1)C(C)(C)C)O)C(C)(C)C)=O)C(C)(C)C)C(CC(C)C1=C(C=C(C(=C1)C(C)(C)C)OC(CCC1=CC(=C(C(=C1)C(C)(C)C)O)C(C)(C)C)=O)C)C1=C(C=C(C(=C1)C(C)(C)C)OC(CCC1=CC(=C(C(=C1)C(C)(C)C)O)C(C)(C)C)=O)C 1,1,3-tris[2-methyl-4-[3-(3,5-di-t-butyl-4-hydroxyphenyl)propionyloxy]-5-t-butylphenyl]butane